2-fluoro-1-(4-(6-methyl-3-((6-(trifluoromethyl)pyridin-3-yl)oxy)pyrazin-2-yl)piperidin-1-yl)prop-2-en-1-one FC(C(=O)N1CCC(CC1)C1=NC(=CN=C1OC=1C=NC(=CC1)C(F)(F)F)C)=C